2-[4-(1,4-Dioxaspiro[4.5]dec-7-en-8-yl)-6-(4-hydroxy-piperidin-1-yl)-pyrimidin-2-ylamino]-4-methylthiazole-5-carboxylic acid ethyl ester C(C)OC(=O)C1=C(N=C(S1)NC1=NC(=CC(=N1)C1=CCC2(OCCO2)CC1)N1CCC(CC1)O)C